(2S)-2-[(tert-butoxycarbonyl)amino]-3-hydroxypropionic acid C(C)(C)(C)OC(=O)N[C@H](C(=O)O)CO